NC=1C(=NC(=C(N1)F)C1=CC(=C(C=C1)C1CCOCC1)CN(C)C)C=1C=C2C(=CNC(C2=CC1)=O)Cl 6-(3-amino-6-(3-((dimethylamino)methyl)-4-(tetrahydro-2H-pyran-4-yl)phenyl)-5-fluoropyrazin-2-yl)-4-chloroisoquinolin-1(2H)-one